C1(=CC=CC2=CC=CC=C12)C(=O)[O-] Naphthalate